3-[[1-[(3R,4R)-1-[(2-fluorophenyl)methyl]-3-phenyl-piperidine-4-carbonyl]-4-hydroxy-4-piperidinyl]methyl]pyrido[3,2-d]pyrimidin-4-one FC1=C(C=CC=C1)CN1C[C@H]([C@@H](CC1)C(=O)N1CCC(CC1)(O)CN1C=NC2=C(C1=O)N=CC=C2)C2=CC=CC=C2